FC1=C(C(=O)O)C(=CC=C1C(F)(F)F)OC1=C(C=C(C=C1)OC(F)(F)F)OC 2-fluoro-6-[2-methoxy-4-(trifluoromethoxy)phenoxy]-3-(trifluoromethyl)benzoic acid